O=C1NC(CCC1N1C(C2=CC=C(C=C2C1=O)NCCC[C@@H]1C[C@H](C1)N1N=CC(=C1)C1=NC2=CC=C(C=C2N=C1)N1CCOCC1)=O)=O 2-(2,6-dioxopiperidin-3-yl)-5-((3-(trans-3-(4-(6-morpholinoquinoxalin-2-yl)-1H-pyrazol-1-yl)cyclobutyl)propyl)amino)isoindoline-1,3-dione